NC([C@H](CCC(=O)OC(C)(C)C)N1C(C2=CC=C(C(=C2C1)O)Br)=O)=O tertbutyl (S)-5-amino-4-(5-bromo-4-hydroxy-1-oxoisoindolin-2-yl)-5-oxopentanoate